(S)-N-(3-(3-bromo-5-fluorophenyl)-1-(methylamino)-1-oxopropan-2-yl)-3-phenyl-1H-pyrazole-5-carboxamide BrC=1C=C(C=C(C1)F)C[C@@H](C(=O)NC)NC(=O)C1=CC(=NN1)C1=CC=CC=C1